ClC=1C=C(C=C(C1)Cl)C=1OC2=C(N1)C(=CC(=C2)C2=CC=CC=C2)C2=CC=CC=C2 2-(3,5-dichlorophenyl)-4,6-diphenyl-benzoxazole